(3-(trifluoromethyl)-5,6-dihydro-[1,2,4]triazolo[4,3-a]pyrazin-7(8H)-yl)methyl-10-(2,4,5-trifluorophenyl)-2H-[1,4]thiazino[2,3,4-ij]quinazolin-5(3H)-one FC(C1=NN=C2N1CCN(C2)CC2CN1C(N=CC3=CC=C(C(=C13)S2)C2=C(C=C(C(=C2)F)F)F)=O)(F)F